4-chloro-N-(4-methyl-3-(2-((1-methyl-1H-pyrazol-4-yl)amino)-8,9-dihydroimidazo[1',2':1,6]pyrido[2,3-d]pyrimidin-6-yl)phenyl)-3-(trifluoromethyl)benzamide ClC1=C(C=C(C(=O)NC2=CC(=C(C=C2)C)C2=CC3=C(N=C(N=C3)NC=3C=NN(C3)C)N3C2=NCC3)C=C1)C(F)(F)F